5-(benzyloxy)-1,3-difluoro-2-(1-methanesulfonylethyl)benzene C(C1=CC=CC=C1)OC=1C=C(C(=C(C1)F)C(C)S(=O)(=O)C)F